ClC1=C(C(=NC(=N1)C1=CC=C(C=C1)C)N)OC1=C(C=CC=C1)OC chloro-5-(2-methoxyphenoxy)-2-(p-tolyl)pyrimidin-4-amine